ClCCC(=C(C1=CC=CC=C1)C1=CC=C(OCCN2CCC(CC2)CN2C[C@H](CCC2)NC=2C=C3C(N(C(C3=CC2)=O)C2C(NC(CC2)=O)=O)=O)C=C1)C1=CC=CC=C1 5-(((S)-1-((1-(2-(4-(4-chloro-1,2-diphenylbut-1-en-1-yl)phenoxy)ethyl)piperidin-4-yl)methyl)piperidin-3-yl)amino)-2-(2,6-dioxopiperidin-3-yl)isoindoline-1,3-dione